C(C)(C)(C)OC(=O)N[C@H](C(=O)O)CC1=CC(=CC=C1)[N+](=O)[O-] (2S)-2-[(tert-butoxycarbonyl)amino]-3-(3-nitrophenyl)propionic acid